ClC1=C(C=CC=C1OC)C(=O)N1C[C@H]2CO[C@@H](CN2CC1)C1=C(N=C(S1)C)C |o1:13,16| (2-chloro-3-methoxyphenyl)-[rel-(3S,9aS)-3-(2,4-dimethylthiazol-5-yl)-3,4,6,7,9,9a-hexahydro-1H-pyrazino[2,1-c][1,4]oxazin-8-yl]methanone